vinyldiphenyl-sulfonium triflate [O-]S(=O)(=O)C(F)(F)F.C(=C)[S+](C1=CC=CC=C1)C1=CC=CC=C1